C(C1=CC=CC=C1)OC1=CC(=C(C=C1)C(C(=O)C1=C(C=CC=C1)C(C)C)(O)C1=CC=C(C=C1)Br)CO 2-(4-(benzyloxy)-2-(hydroxymethyl)phenyl)-2-(4-bromophenyl)-2-hydroxy-1-(2-isopropylphenyl)ethan-1-one